((1R,4R,7R)-7-amino-2-azabicyclo[2.2.1]heptan-2-yl)(2-(7-(cyclobut-1-en-1-yl)-1-(cyclopropylmethyl)-1H-indol-2-yl)-7-methoxy-1-methyl-1H-benzo[d]imidazol-5-yl)methanone N[C@H]1[C@@H]2N(C[C@H]1CC2)C(=O)C2=CC1=C(N(C(=N1)C=1N(C3=C(C=CC=C3C1)C1=CCC1)CC1CC1)C)C(=C2)OC